Cl.N1C(CCC1)C(O)=N pyrrolidine-2-carboxylic acid imide hydrochloride